5,8-epiminobenzo[7]annulene C1=CC=CC2=C1CC1=CC=C2N1